C(=O)(OC(C)(C)C)N[C@H](CCCCN)C(=O)O N-Boc-D-lysine